3-(2,3-dihydrobenzo[b][1,4]dioxin-6-yl)-2-methylaniline O1C2=C(OCC1)C=C(C=C2)C=2C(=C(N)C=CC2)C